3-[5-(trifluoromethyl)pyrazolo[1,5-a]pyridin-2-yl]azetidine FC(C1=CC=2N(C=C1)N=C(C2)C2CNC2)(F)F